C(C)(C)C1=C(C=CC=C1)C1=CC(OC2=CC(=C(C=C12)C)O[C@@H](C(=O)N1C[C@H](CCC1)C(=O)O)C)=C=O (S)-1-((R)-2-((4-(2-isopropylphenyl)-6-methyl-2-carbonyl-2H-chromen-7-yl)oxy)propionyl)piperidine-3-carboxylic acid